{3-chloro-8-[3-(methanesulfonylmethyl)azetidin-1-yl]isoquinolin-5-yl}propan-1-ol ClC=1N=CC2=C(C=CC(=C2C1)C(CC)O)N1CC(C1)CS(=O)(=O)C